2-(1-(4-bromophenyl)-4-(4-fluorophenyl)-1H-pyrrol-3-yl)-5-methyl-oxazolidin-4-one BrC1=CC=C(C=C1)N1C=C(C(=C1)C1=CC=C(C=C1)F)C1OC(C(N1)=O)C